(2-diethylamino-2-hydroxyethyl)-amide C(C)N(C(C[NH-])O)CC